ClC=1C=C2CCN([C@H](C2=C(C1)Cl)C)C(=O)C1CNC(CC1)C ((S)-6,8-dichloro-1-methyl-3,4-dihydroisoquinolin-2(1H)-yl)(6-methylpiperidin-3-yl)methanone